C(C1=CC=CC=C1)OC([C@@H](N[C@@H]1[C@@H]([C@@H](O)[C@@H](O)[C@H](O1)CO)NC(C)=O)CO)=O (2-ACETAMIDO-2-DEOXY-α-D-GALACTOPYRANOSYL)-L-SERINE BENZYL ESTER